FC(S(=O)(=O)C=1N=C2N(N1)[C@@H](C[C@@H]2F)C2=C(C=CC(=C2)F)F)F (5S,7S)-2-(difluoromethylsulfonyl)-5-(2,5-difluorophenyl)-7-fluoro-6,7-dihydro-5H-pyrrolo[1,2-b][1,2,4]triazole